L-argininylglycine N[C@@H](CCCNC(N)=N)C(=O)NCC(=O)O